BrC=1C=CC=2C3=C(C=NC2C1)OC(=C3)CCCO 7-bromo-2-(3-hydroxypropyl)furo[2,3-c]Quinoline